[Si](C1=CC=CC=C1)(C1=CC=CC=C1)(C(C)(C)C)OCCOCCN 2-(2-((tert-Butyldiphenylsilyl)oxy)ethoxy)ethan-1-amine